(E)-4-(dimethylamino)-1-(8-(5-((4-(4-morpholino-7H-pyrrolo[2,3-d]pyrimidin-6-yl)phenyl)amino)pyrimidin-2-yl)-3,8-diazabicyclo[3.2.1]octan-3-yl)but-2-en-1-one CN(C/C=C/C(=O)N1CC2CCC(C1)N2C2=NC=C(C=N2)NC2=CC=C(C=C2)C2=CC1=C(N=CN=C1N1CCOCC1)N2)C